5-benzoyl-1,3-dioxane C(C1=CC=CC=C1)(=O)C1COCOC1